FC=1C=C2C(CNC2=CC1)=NN=C1SCC(N1C1=CC(=CC=C1)C(F)(F)F)=O 5-fluoro-3-(2-(3-(3-trifluoromethylphenyl)-4-oxothiazolidine-2-ylidene)hydrazono)-1H-indole